O1C(=NC2=C1C=CC=C2)C2(CCN(CC2)C2=C(C(N(C1=CC(=CC=C21)F)C)=O)C(=O)N)C 4-[4-(1,3-benzoxazol-2-yl)-4-methylpiperidin-1-yl]-7-fluoro-1-methyl-2-oxo-1,2-dihydroquinoline-3-carboxamide